14-chloro-20,21-difluoro-15-hydroxy-17,17-dioxo-10-oxa-17λ6-thia-18-azatetracyclo[17.3.1.112,16.02,7]tetracosa-1(23),2,4,6,12,14,16(24),19,21-nonaen-11-one ClC=1C=C2C(OCCC3=CC=CC=C3C=3C=C(C(=C(NS(C(C1O)=C2)(=O)=O)C3)F)F)=O